CC1=CC(=C(C=C1)S)S dithiol